C(C)(=O)[O-].C(C)[NH+]1CC(CCC1)CC 1,3-diethylpiperidinium acetate